3-({5-[(2R)-2-hydroxy-2-phenylacetyl]-1H,2H,3H,4H,5H,6H-pyrrolo[3,4-c]pyrrol-2-yl}sulfonyl)benzonitrile O[C@@H](C(=O)N1CC2=C(C1)CN(C2)S(=O)(=O)C=2C=C(C#N)C=CC2)C2=CC=CC=C2